rac-cis-5-Fluoro-3-hydroxy-2-methylchroman-4-one FC1=C2C([C@@H]([C@@H](OC2=CC=C1)C)O)=O |r|